1,1-dimethylpropynylcarbamate CC(C#C)(C)NC([O-])=O